dipentyl 2,3-diethyl-2,3-diisopropylsuccinate C(C)C(C(=O)OCCCCC)(C(C(=O)OCCCCC)(C(C)C)CC)C(C)C